1-methyl-5-(trifluoromethyl)pyrrolidine-2,3-dione CN1C(C(CC1C(F)(F)F)=O)=O